FC1=C(C(=O)N(C2=CC(=CC=C2)N(CC=2N=CN(C2)COCC[Si](C)(C)C)C)CC2=NOC(=C2)C)C=CC=C1 2-fluoro-N-[(5-methylisoxazol-3-yl)methyl]-N-[3-[methyl-[[1-(2-trimethylsilylethoxymethyl)imidazol-4-yl]methyl]amino]phenyl]benzamide